FC1=C(C(=CC(=C1)N1C[C@@](CCC1)(CCC1=CC(=CC=C1)C(F)(F)F)N([C@H]1COCC1)C)F)S(=O)(=O)NC1=NC=NC=C1 2,6-Difluoro-4-((S)-3-(methyl((R)-tetrahydrofuran-3-yl)amino)-3-(3-(trifluoromethyl)phenethyl)piperidin-1-yl)-N-(pyrimidin-4-yl)benzenesulfonamide